N1(CCNCC1)C1=CC=C(C=N1)C1=NC=CC(=N1)C1=CC2=CNCC3(C2=N1)CC3 2'-(2-(6-(piperazin-1-yl)pyridin-3-yl)pyrimidin-4-yl)-5',6'-dihydrospiro[cyclopropane-1,7'-pyrrolo[3,2-c]pyridin]